3,3''-Dimethyl-2,2':5',2''-terthiophene CC1=C(SC=C1)C=1SC(=CC1)C=1SC=CC1C